1,3,5-trithiane S1CSCSC1